C(C=C)(=O)OC1CO1 acryloxyethylene oxide